tert-butyl (R)-methyl(3-oxo-3-(4-(2-(pyrrolidin-2-yl)phenyl)piperidin-1-yl)propyl)carbamate CN(C(OC(C)(C)C)=O)CCC(N1CCC(CC1)C1=C(C=CC=C1)[C@@H]1NCCC1)=O